O.S(=O)(=O)([O-])[O-].[Ca+2].[Ca+2].S(=O)(=O)([O-])[O-] calcium sulfate hemi-hydrate